tert-Butyl 6-fluoro-2-(5-morpholinopyrazin-2-yl)-1H-indole-1-carboxylate FC1=CC=C2C=C(N(C2=C1)C(=O)OC(C)(C)C)C1=NC=C(N=C1)N1CCOCC1